1-imidazo[1,2-a]pyridin-2-yl-3-(3-phenylpropyl)piperazin-2-one N=1C(=CN2C1C=CC=C2)N2C(C(NCC2)CCCC2=CC=CC=C2)=O